BrC=1C=C2C(OCC=3C=C(N=CC3C=3C=C(C(=C(NS(C(C1OC)=C2)(=O)=O)C3)Cl)C)OC)=O 13-bromo-19-chloro-5,14-dimethoxy-20-methyl-16,16-dioxo-9-oxa-16λ6-thia-4,17-diazatetracyclo[16.3.1.111,15.02,7]tricosa-1(22),2(7),3,5,11,13,15(23),18,20-nonaen-10-one